C([C@@H]1[C@@H]([C@@H]([C@H]([C@@H](O1)OC[C@@H]2[C@H]([C@@H]([C@H](C(O2)O)O[C@H]3[C@@H]([C@H]([C@H]([C@H](O3)CO)O)O)O)O)O)O)O)O)O The molecule is a trisaccharide that is D-glucopyranose in which the hydroxy groups at positions 2 and 6 have each been converted into the corresponding beta-D-galactopyranosyl derivative. It derives from an allolactose.